C(C)(C)C=1C=NN2C1N=C(C=C2N)C=2C=NC=CC2 3-isopropyl-5-(3-pyridinyl)pyrazolo[1,5-a]Pyrimidine-7-amine